ClC1=NC(=CC2=CC(=CC=C12)C)Cl 1,3-dichloro-6-methylisoquinoline